[1,3-bis(2,4,6-trimethylphenyl)-2-imidazolidinylidene]ruthenium CC1=C(C(=CC(=C1)C)C)N1C(N(CC1)C1=C(C=C(C=C1C)C)C)=[Ru]